2-([1,1'-biphenyl]-4-yl-d9)-4-(2-fluorophenyl-3,4,5,6-d4)-6-(phenyl-d5)-1,3,5-triazine C1(=C(C(=C(C(=C1[2H])[2H])C1=NC(=NC(=N1)C1=C(C(=C(C(=C1[2H])[2H])[2H])[2H])F)C1=C(C(=C(C(=C1[2H])[2H])[2H])[2H])[2H])[2H])[2H])C1=C(C(=C(C(=C1[2H])[2H])[2H])[2H])[2H]